(4-(4-(trifluoromethyl)phenyl)-4,5,6,7-tetrahydro-[1,2,4]triazolo[1,5-a]pyrimidin-6-yl)methylamine FC(C1=CC=C(C=C1)N1C=2N(CC(C1)CN)N=CN2)(F)F